CC1=NC=CC(=C1)C1=CC=C(C=C1)CC(=O)NC1=CC=C(C=C1)C=1C=NC=CC1 2-(4-(2-methyl-pyridin-4-yl)phenyl)-N-(4-(pyridin-3-yl)phenyl)acetamide